FC(C1=CC=C(C=N1)C1=C(C#N)C=C(C=C1)[N+](=O)[O-])F 2-(6-(difluoromethyl)pyridin-3-yl)-5-nitrobenzonitrile